trichloromethyl-amine hydroiodide I.ClC(Cl)(Cl)N